CC1(CC[C@@H](CO1)NC(OCC1=CC=CC=C1)=O)C Benzyl (S)-(6,6-dimethyltetrahydro-2H-pyran-3-yl)carbamate